COC(C1=C(C(=C(C=C1)CN1N=CC=C1)N)F)=O.CO[Si](C1=CC=CC2=CC=CC=C12)(OC)OC trimethoxy(1-naphthyl)silane Methyl-4-((1H-pyrazol-1-yl)methyl)-3-amino-2-fluorobenzoate